fluorene ethoxyacrylate C(C)OC(C(=O)O)=C.C1=CC=CC=2C3=CC=CC=C3CC12